FC=1C=CC(=NC1)N1CCN(C2=CC=CC=C12)[C@H]1CN(CC1)C (R)-4-(5-fluoropyridin-2-yl)-N-(1-methylpyrrolidin-3-yl)-3,4-dihydroquinoxaline